C(CCCCC)(=O)C(C(=O)[O-])(C(C)O)CCCCCC hexanoyl-hexyl-3-hydroxybutyrate